(3R)-4-[6-(methoxycarbonyl)pyridin-3-yl]-3-methylpiperazine-1-carboxylic acid tert-butyl ester C(C)(C)(C)OC(=O)N1C[C@H](N(CC1)C=1C=NC(=CC1)C(=O)OC)C